FC(C1=NN=C(O1)C=1C=CC(=NC1)CN1N=NC(=C1)C1=CC=C(S1)C=O)F 5-(1-((5-(5-(difluoromethyl)-1,3,4-oxadiazol-2-yl)pyridin-2-yl)methyl)-1H-1,2,3-triazol-4-yl)thiophen-2-carbaldehyde